C(C)(C)(C)OC(=O)N1CC(CCC1)NC1=C2C(N(C(C2=CC(=C1)C=1C=CC=2N(C1)N=CN2)=O)CC2=CC=C(C=C2)OC)C2=C(C=CC(=C2)F)Cl 3-((6-([1,2,4]triazolo[1,5-a]pyridin-6-yl)-3-(2-chloro-5-fluorophenyl)-2-(4-methoxybenzyl)-1-oxoisoindolin-4-yl)amino)piperidine-1-carboxylic acid tert-butyl ester